N-methyl-2-(3-((4-(pyridazin-3-yl)phenyl)amino)phenyl)-1H-benzo[d]imidazole-6-carboxamide CNC(=O)C=1C=CC2=C(NC(=N2)C2=CC(=CC=C2)NC2=CC=C(C=C2)C=2N=NC=CC2)C1